(R)-6-(2-(2',3'-dichloro-[1,1'-biphenyl]-3-yl)-2-hydroxyacetyl)-2-(1-phenylcyclopropyl)-5,6,7,8-tetrahydropyrido[4,3-d]pyrimidin-4(3H)-one ClC1=C(C=CC=C1Cl)C1=CC(=CC=C1)[C@H](C(=O)N1CC2=C(N=C(NC2=O)C2(CC2)C2=CC=CC=C2)CC1)O